5,7-bis(benzyloxy)-2-(3,4-bis(benzyloxy)phenyl)-3-hydroxy-4H-benzopyran-4-one C(C1=CC=CC=C1)OC1=CC(=CC2=C1C(C(=C(O2)C2=CC(=C(C=C2)OCC2=CC=CC=C2)OCC2=CC=CC=C2)O)=O)OCC2=CC=CC=C2